{3-[(3-{3-[(5-Cyanopyrazin-2-yl)amino]-1H-pyrazol-5-yl}-4-methoxypyridin-2-yl)oxy]propyl}carbamic acid tert-butyl ester C(C)(C)(C)OC(NCCCOC1=NC=CC(=C1C1=CC(=NN1)NC1=NC=C(N=C1)C#N)OC)=O